NC1=NOC2=C1C(=CC(=C2)CN2N=C(C=C2)CNC(OC(C)(C)C)=O)OC tert-butyl ((1-((3-amino-4-methoxybenzo[d]isoxazol-6-yl)methyl)-1H-pyrazol-3-yl)methyl)carbamate